2-nitrophenylether [N+](=O)([O-])C1=C(C=CC=C1)OC1=C(C=CC=C1)[N+](=O)[O-]